P(=O)(Cl)(Cl)OC(COC=CCC)COC=CCC 1,3-bis(1-butenyloxy)-2-propanol dichlorophosphate